methyl 4-[(2Z)-3-(3,5-dichloro-4-fluorophenyl)-4,4,4-trifluoro-1-oxo-2-buten-1-yl]furo[3,2-c]pyridine-7-carboxylate ClC=1C=C(C=C(C1F)Cl)/C(=C/C(=O)C1=NC=C(C2=C1C=CO2)C(=O)OC)/C(F)(F)F